COC(=O)C=1C=NC(=CC1NC1=CC=C(C=C1)CC(=O)OC(C)(C)C)Cl.C(C)N(C(C)C)C(CC=C[SiH3])N(CC)C(C)C bis(ethylisopropylamino)ethylvinylsilane methyl-4-((4-(2-(tert-butoxy)-2-oxoethyl)phenyl)amino)-6-chloropyridine-3-carboxylate